N-benzyl-3-cyclopropyl-6-(piperidin-3-ylthio)imidazo[1,2-b]pyridazin-8-amine hydrochloride Cl.C(C1=CC=CC=C1)NC=1C=2N(N=C(C1)SC1CNCCC1)C(=CN2)C2CC2